OC(C)(C)C=1C=C(C(=O)N=C2NCCN2)C=CC1 3-(2-hydroxypropan-2-yl)-N-(imidazolidin-2-ylidene)benzamide